FC=1C(=C(C=CC1)C=1C=C2C(=NN1)NC[C@@]1(N2C[C@@H](C1)OC1=NC=C(C(=N1)C)C(=O)OCC)C)O Ethyl 2-(((6aR,8R)-2-(3-fluoro-2-hydroxyphenyl)-6a-methyl-5,6,6a,7,8,9-hexahydropyrrolo[1',2':4,5]pyrazino[2,3-c]pyridazin-8-yl)oxy)-4-methylpyrimidine-5-carboxylate